BrC1=CC=C(C=C1)N1N=C(C=C1C(F)(F)F)C(F)(F)F (4-bromo)phenyl-3,5-bis(trifluoromethyl)-1H-pyrazole